O=C1[C@H](CCC[C@@H]2N1[C@@H](CC2)C(=O)N2CC(C2)C=2C=NC=CC2)NC(=O)C=2NC1=CC=C(C=C1C2)CP(O)(O)=O ((2-(((3S,6S,9aS)-5-oxo-3-(3-(pyridin-3-yl)azetidine-1-carbonyl)octahydro-1H-pyrrolo[1,2-a]azepin-6-yl)carbamoyl)-1H-indol-5-yl)methyl)phosphonic acid